tridodecylammonium tetrakis(pentafluorophenyl)borate FC1=C(C(=C(C(=C1[B-](C1=C(C(=C(C(=C1F)F)F)F)F)(C1=C(C(=C(C(=C1F)F)F)F)F)C1=C(C(=C(C(=C1F)F)F)F)F)F)F)F)F.C(CCCCCCCCCCC)[NH+](CCCCCCCCCCCC)CCCCCCCCCCCC